Ethyl 3-(4-(5-((4-((4-(acetamidomethyl)piperidin-1-yl)methyl)-6-(3,5-dichlorophenyl)pyridin-2-yl) oxy)pyridin-2-yl)piperazin-1-yl)propanoate C(C)(=O)NCC1CCN(CC1)CC1=CC(=NC(=C1)C1=CC(=CC(=C1)Cl)Cl)OC=1C=CC(=NC1)N1CCN(CC1)CCC(=O)OCC